COCC=1C(=CC=CC1)COC xylylene glycol dimethyl ether